[Br-].C(CCCCCCCCCCCCC)[N+](C)(C)C TETRADECYLTRIMETHYL-AMMONIUM BROMIDE